C(CC)[Si](CC)(CC)CC propyltriethylsilane